(±)-4-(3-(2-Chloro-5-morpholinophenyl)-1,4-oxazepan-4-yl)-6-methylpyrimidin-2-amine ClC1=C(C=C(C=C1)N1CCOCC1)[C@@H]1COCCCN1C1=NC(=NC(=C1)C)N |r|